NC1=C(SC2=NC(=CC=C21)C)C(=O)N[C@@H]2CC1=CC=C(C(=C1CC2)F)N2CCNCC2 (S)-3-amino-N-(5-fluoro-6-(piperazin-1-yl)-1,2,3,4-tetrahydronaphthalen-2-yl)-6-methylthieno[2,3-b]pyridine-2-carboxamide